C(C(=C)C)(=O)OCC1CCCO1 tetrahydrofurfuryl (methacrylate)